4-(5-chloro-2-fluorophenyl)-2-(2-chlorophenyl)-5-(pyridin-4-ylmethyl)-1H-pyrazolo[4,3-c]pyridine-3,6(2h,5h)-dione ClC=1C=CC(=C(C1)C=1N(C(C=C2C1C(N(N2)C2=C(C=CC=C2)Cl)=O)=O)CC2=CC=NC=C2)F